(2E)-3-(2,4-dihydroxy-5-methoxyphenyl)prop-2-enoic acid OC1=C(C=C(C(=C1)O)OC)/C=C/C(=O)O